2-[(1R)-2,2-difluorocyclobutyl]sulfonyl-6,7-dihydro-5H-pyrrolo[1,2-b][1,2,4]triazole FC1([C@@H](CC1)S(=O)(=O)C=1N=C2N(N1)CCC2)F